BrC1=CN=C(C2=CC(=NC=C12)Cl)I 4-bromo-7-chloro-1-iodo-2,6-diazanaphthalene